3-[(4-hydroxy-1-{[(3R,4R)-1-(2-methylbenzoyl)-3-phenylpiperidin-4-yl]carbonyl}piperidin-4-yl)methyl]-7-methyl-3,7-dihydro-4H-pyrrolo[2,3-d]pyrimidin-4-one OC1(CCN(CC1)C(=O)[C@H]1[C@@H](CN(CC1)C(C1=C(C=CC=C1)C)=O)C1=CC=CC=C1)CN1C=NC2=C(C1=O)C=CN2C